NC(C(C1=CC=CC=C1)SC1=C(C(=C(C(=N1)C1N(CCNC1)C1=NC=NC=C1C(=O)NO)C#N)CC)C#N)=O 4-((6-((2-Amino-2-oxo-1-phenylethyl)thio)-3,5-dicyano-4-ethylpyridin-2-yl)piperazin-1-yl)-N-hydroxypyrimidine-5-carboxamide